N1C=CC2=CC(=CC=C12)C=1C=CC=2N(C3=CC=C(C=C3OC2C1)C=1C=C2C(=CNC2=CC1)C)CCN1CCOCC1 3-(1H-indol-5-yl)-7-(3-methyl-1H-indol-5-yl)-10-(2-morpholinoethyl)-10H-phenoxazine